N-(5-(4-((3-chlorophenyl)amino)quinazolin-6-yl)-2-methoxypyridin-3-yl)-2-morpholinoethane-1-sulfonamide ClC=1C=C(C=CC1)NC1=NC=NC2=CC=C(C=C12)C=1C=C(C(=NC1)OC)NS(=O)(=O)CCN1CCOCC1